Cl.N[C@H](C1=NC2=C(N1)C=C(C=C2)[C@H](NC(CC2CC(C2)(F)F)=O)C2CC2)[C@H]2OCCCC2 |o1:26| N-((R)-(2-((R)-Amino((S*)-tetrahydro-2H-pyran-2-yl)methyl)-1H-benzo[d]imidazol-6-yl)(cyclopropyl)methyl)-2-(3,3-difluorocyclobutyl)acetamide hydrochloride